S1NC=CC2=C1C=CC=C2 benzo[e][1,2]thiazin